diethyl ((3-chloro-N-(trimethylsilyl)pyridine-2-sulfonimidoyl)methyl)phosphonate ClC=1C(=NC=CC1)S(=O)(=N[Si](C)(C)C)CP(OCC)(OCC)=O